N-((3S,4S)-3-((7-(2,6-dichloro-3,5-dimethoxyphenyl)-5-(((1-(2-methoxyethyl)-1H-pyrazol-4-yl)methyl)amino)-2,6-naphthyridin-3-yl)amino)tetrahydro-2H-pyran-4-yl)acrylamide ClC1=C(C(=C(C=C1OC)OC)Cl)C1=NC(=C2C=C(N=CC2=C1)N[C@@H]1COCC[C@@H]1NC(C=C)=O)NCC=1C=NN(C1)CCOC